3,3,3-Trifluoro-2-methoxy-2-methylpropanoic acid FC(C(C(=O)O)(C)OC)(F)F